tetracosyl n-pentanoate C(CCCC)(=O)OCCCCCCCCCCCCCCCCCCCCCCCC